N1C(=NC=C1)C1=C(C=CC=C1)C=1C(N=CC1)=O (Imidazolylphenyl)pyrrol-2-one